1-(1-(2-aminothiazol-5-yl)-2-((2R,5S)-2,5-dimethylmorpholino)ethyl)-5,5-difluoropiperidin-2-one NC=1SC(=CN1)C(CN1C[C@H](OC[C@@H]1C)C)N1C(CCC(C1)(F)F)=O